CNC1=C(C=CC=O)C=CC(=C1)NC 2,4-dimethylaminocinnamaldehyde